4-chloro-3-(2,4-dioxapyrimidin-1(2H)-yl)benzoic acid ClC1=C(C=C(C(=O)O)C=C1)N1ONOC=C1